N-(2-(((S)-1-((1,3-dioxoisoindolin-2-yl)methyl)-2-((1R,2S)-(ethylcarbamoyl)cyclohexane-1-carbonyl)-1,2,3,4-tetrahydroisoquinolin-8-yl)oxy)ethyl)-5-methylisoxazole-3-carboxamide O=C1N(C(C2=CC=CC=C12)=O)C[C@H]1N(CCC2=CC=CC(=C12)OCCNC(=O)C1=NOC(=C1)C)C(=O)C1(CCCCC1)C(NCC)=O